(R)-6-(5-(difluoromethoxy)pyridin-2-yl)-N-(1-(4-fluorophenyl)ethyl)-1-(2-morpholinylethyl)-2-oxo-1,2-dihydro-1,8-naphthyridine-3-carboxamide FC(OC=1C=CC(=NC1)C=1C=C2C=C(C(N(C2=NC1)CCN1CCOCC1)=O)C(=O)N[C@H](C)C1=CC=C(C=C1)F)F